NC1CCC(CC1)CNC1=CC(=C(C=C1Cl)S(=O)(=O)NC=1SC=CN1)F 4-((((1s,4s)-4-aminocyclohexyl)methyl)amino)-5-chloro-2-fluoro-N-(thiazol-2-yl)benzenesulfonamide